phenyl(pyrrolidin-1-yl)methanone C1(=CC=CC=C1)C(=O)N1CCCC1